(E)-N2-[(3-chloro-5-fluoro-2-hydroxyphenyl)methylidene]-L-arginine ClC=1C(=C(C=C(C1)F)C=N[C@@H](CCCN\C(\N)=N\[H])C(=O)O)O